(E)-4-iodo-5-phenyl-3-styryl-isoxazole IC=1C(=NOC1C1=CC=CC=C1)\C=C\C1=CC=CC=C1